2-(2-Fluoro-5-methoxyphenyl)pyrazolo[1,5-a]pyrimidine-3-carboxylic acid FC1=C(C=C(C=C1)OC)C1=NN2C(N=CC=C2)=C1C(=O)O